N-(2,3-dihydro-2-oxo-1H-benzimidazol-5-yl)-3-oxo-2-[[2-(trifluoromethyl)phenyl]azo]butanamide O=C1NC2=C(N1)C=CC(=C2)NC(C(C(C)=O)N=NC2=C(C=CC=C2)C(F)(F)F)=O